3-pyrazolealdehyde N1N=C(C=C1)C=O